C(=O)(OC(C)(C)C)N1CC(CCC1)(C(=O)O)CC1=CC=CC=C1 N-Boc-3-benzyl-3-piperidineformic acid